(S)-4-(3-((difluoromethyl)sulfonyl)-5,5-difluoro-4-hydroxyl-4,5,6,7-tetrahydro-1H-indol-1-yl)phthalonitrile FC(S(=O)(=O)C1=CN(C=2CCC([C@H](C12)O)(F)F)C=1C=C(C(C#N)=CC1)C#N)F